[K+].S(=O)(=O)([O-])CCCN1S(=O)(=O)C2=CC=CC=C2C1=O N-(3-sulfopropyl)-saccharin potassium salt